C(C)(C)(C)C1=NC(NC(=N1)CCC)=O 4-(tert-butyl)-6-propyl-1,3,5-triazin-2(1H)-one